4-amino-1-cyclopentyl-N-(4-(methoxymethyl)phenyl)-1H-pyrazolo[3,4-d]pyrimidine-3-carboxamide NC1=C2C(=NC=N1)N(N=C2C(=O)NC2=CC=C(C=C2)COC)C2CCCC2